NC=1SC(=C(N1)C=1C=NN(C1)CC(F)(F)F)C(C)=O 1-[2-amino-4-[1-(2,2,2-trifluoroethyl)pyrazol-4-yl]-1,3-thiazol-5-yl]ethanone